9-(4-chloro-2-fluoro-phenyl)-7-[(2R,4S)-2-(2-methoxy-4-pyridyl)tetrahydropyran-4-yl]-2,3-dimethyl-pyrido[1,2-a]pyrimidin-4-one ClC1=CC(=C(C=C1)C1=CC(=CN2C1=NC(=C(C2=O)C)C)[C@@H]2C[C@@H](OCC2)C2=CC(=NC=C2)OC)F